N-((1R,2S)-2-acrylamidocyclopentyl)-5-(6-isobutyl-4-methylpyridin-3-yl)-4-oxo-4,5-dihydro-3H-1-thia-3,5,8-triazaacenaphthylene-2-carboxamide dihydrate O.O.C(C=C)(=O)N[C@@H]1[C@@H](CCC1)NC(=O)C=1SC=2N=CC=C3N(C(NC1C23)=O)C=2C=NC(=CC2C)CC(C)C